5-bromo-2-(4-(trifluoromethoxy)phenoxy)pyridine BrC=1C=CC(=NC1)OC1=CC=C(C=C1)OC(F)(F)F